Z-l-1-Hexadecenyl acetate C(C)(=O)O\C=C/CCCCCCCCCCCCCC